1-[5-fluoro-2-(4,4,5,5-tetramethyl-1,3,2-dioxaborolan-2-yl)phenyl]-1-ethanone FC=1C=CC(=C(C1)C(C)=O)B1OC(C(O1)(C)C)(C)C